OC1(C[C@H](NC1)C(=O)O)C (2S)-4-hydroxy-4-methylpyrrolidine-2-carboxylic acid